C1(CC1)C1=CN=C(N=N1)[Sn](C)(C)C 6-cyclopropyl-3-(trimethylstannyl)-1,2,4-triazine